methyl 4-amino-3-chloro-1-methyl-1H-pyrazolo[4,3-c]quinoline-8-carboxylate NC1=NC=2C=CC(=CC2C2=C1C(=NN2C)Cl)C(=O)OC